C(C)(C)(C)OC(=O)N1C[C@H](CC1)OC1=CC(=C2C(=N1)C(=CS2)C(NC)=O)C(F)(F)F (S)-3-((3-(methylcarbamoyl)-7-(trifluoromethyl)thieno[3,2-b]pyridin-5-yl)oxy)pyrrolidine-1-carboxylic acid tert-butyl ester